1-(4-(benzyloxy)phenyl)-5-methyl-4-(pyrrolidin-1-ylmethyl)-1H-imidazole C(C1=CC=CC=C1)OC1=CC=C(C=C1)N1C=NC(=C1C)CN1CCCC1